S1C=NC=2C1=CC=CC2N 1,3-benzothiazol-4-amine